6-methyl-4-[(1-methylcyclopropyl)amino]-N-(oxetan-3-yl)furo[2,3-d]pyrimidine-5-carboxamide CC1=C(C2=C(N=CN=C2NC2(CC2)C)O1)C(=O)NC1COC1